C(C)(C)(C)P(C1=C(C=CC=C1)C1=C(C=C(C=C1C(C)C)C(C)C)C(C)C)C(C)(C)C 2-(ditert-butylphosphino)-2',4',6'-triisopropylbiphenyl